(R,E)-N-(4-((4-([1,2,4]triazolo[1,5-a]pyridin-7-yloxy)-2-methoxy-5-methylphenyl)amino)-7-methoxyquinazolin-6-yl)-3-(1-methylpyrrolidin-2-yl)acrylamide N=1C=NN2C1C=C(C=C2)OC2=CC(=C(C=C2C)NC2=NC=NC1=CC(=C(C=C21)NC(\C=C\[C@@H]2N(CCC2)C)=O)OC)OC